ClC1=CC=2OCC3N(C2N=C1)CC(C(C3)N3C(CCC3)=O)(F)F 1-(3-chloro-9,9-difluoro-6,6a,7,8,9,10-hexahydrodipyrido[3,2-b:1',2'-d][1,4]oxazin-8-yl)-2-oxopyrrolidin